1-acetyl-5-bromoindol-3-yl acetate C(C)(=O)OC1=CN(C2=CC=C(C=C12)Br)C(C)=O